3,2-dioxaborolan-4,4-diacetic acid B1OOC(C1)(CC(=O)O)CC(=O)O